NC=1C2=C(N=CN1)C(=CS2)C(=O)NC2=C1C=CN=C(C1=CC=C2C)NC2=CC=CC=C2 4-amino-N-(6-methyl-1-(phenylamino)isoquinolin-5-yl)thieno[3,2-d]pyrimidine-7-carboxamide